FC(C1=NN(C2=CC=CC=C12)C1=NC=C(C=N1)C(=O)N[C@@H]1CC[C@H](CC1)OCCCS(=O)(=O)C)F 2-(3-(difluoromethyl)-1H-indazol-1-yl)-N-(trans-4-(3-(methylsulfonyl)propoxy)cyclohexyl)pyrimidine-5-carboxamide